(2S)-2-[4-chloro-2-(5-cyclopropyl-4-butoxy-4,5-dihydroisoxazol-3-yl)phenoxy]propionic acid methyl ester COC([C@H](C)OC1=C(C=C(C=C1)Cl)C1=NOC(C1OCCCC)C1CC1)=O